C(C)C1(N(CCC1=O)C(=O)OC(C)(C)C)C(=O)[O-] 1-(t-butyl) 2-ethyl-3-oxopyrrolidin-1,2-dicarboxylate